2,4,6-tri(4-carboxyphenyl)-pyrazine C(=O)(O)C1=CC=C(C=C1)C1=NC(=CN(C1)C1=CC=C(C=C1)C(=O)O)C1=CC=C(C=C1)C(=O)O